C1(CC1)N1C(C=2N(C=3C=CC=CC3C2)CC1)=O 2-cyclopropyl-3,4-dihydropyrazino[1,2-a]indol-1(2H)-one